N-ethyl-isobutyramide C(C)NC(C(C)C)=O